3-(4-fluorophenoxy)-6-phenylpyridazine-4-carbonitrile FC1=CC=C(OC=2N=NC(=CC2C#N)C2=CC=CC=C2)C=C1